N(=[N+]=[N-])[C@@H]1C[C@@H](N(C1)C(=O)OC(C)(C)C)CC(OCC)OCC tert-butyl (2R,4R)-4-azido-2-(2,2-diethoxyethyl)pyrrolidine-1-carboxylate